ClC1=CC2=C(N(C(N=C2N2[C@H](CN(CC2)C(C=C)=O)C)=O)C2=C(C=C(C=C2C(C)C)N(C)C)C)N=C1C1=C(C=CC=C1)F 6-chloro-1-(4-(dimethylamino)-2-methyl-6-(2-propanyl)phenyl)-7-(2-fluorophenyl)-4-((2S)-2-methyl-4-(2-propenoyl)-1-piperazinyl)pyrido[2,3-d]pyrimidin-2(1H)-one